benzyl (6S,8S)-1-chloro-3-((3,5-dimethylbenzyl)amino)-8-ethyl-4-oxo-4,6,7,8-tetrahydropyrrolo[1,2-a]pyrazine-6-carboxylate ClC1=C2N(C(C(=N1)NCC1=CC(=CC(=C1)C)C)=O)[C@@H](C[C@@H]2CC)C(=O)OCC2=CC=CC=C2